C(C)(C)(C)OC(N(C1=C(C=CC2=CC=C(C=C12)C1=NC=CC(=C1)NC(=O)C1CN(CC1)C)OC)CC(=C)C#N)=O.BrC=1C=2N(C(=CC1)C(CC)=O)N=CN2 1-(8-bromo-[1,2,4]triazolo[1,5-a]pyridin-5-yl)propan-1-one tert-butyl-N-(2-cyanoallyl)-N-[2-methoxy-7-[4-[(1-methylpyrrolidine-3-carbonyl)amino]-2-pyridyl]-1-naphthyl]carbamate